7-(8-Ethyl-7-fluoro-3-(methoxymethoxy)naphthalen-1-yl)-8-fluoro-2-(((2R,7aS)-2-fluorotetrahydro-1H-pyrrolizin-7a(5H)-yl)methoxy)-4-(methylthio)pyrido[4,3-d]pyrimidine C(C)C=1C(=CC=C2C=C(C=C(C12)C1=C(C=2N=C(N=C(C2C=N1)SC)OC[C@]12CCCN2C[C@@H](C1)F)F)OCOC)F